N-nitroacrylamide [N+](=O)([O-])NC(C=C)=O